FC(C1=NN=C(S1)N1C(N(C2=C1C=C(C=C2N2C[C@@H](N(CC2)C(C(C)C)=O)C)S(=O)(=O)NC2(COC2)C)CC)=O)F 1-[5-(difluoromethyl)-1,3,4-thiadiazol-2-yl]-3-ethyl-4-[(S)-4-isobutyryl-3-methyl-1-piperazinyl]-6-(3-methyl-3-oxetanylaminosulfonyl)-1,3-dihydro-2H-1,3-benzimidazol-2-one